4-((8-methoxy-5H-pyrimido[5,4-b]indol-5-yl)methyl)benzenesulfonamide COC1=CC=2C3=C(N(C2C=C1)CC1=CC=C(C=C1)S(=O)(=O)N)C=NC=N3